FC1=CC(=CC2=CN(N=C12)C)C=1C=C(C(=NC1)C1=CN=C(N=N1)N1C[C@@H](NCC1)C(C)C)O 5-(7-fluoro-2-methyl-2H-indazol-5-yl)-2-{3-[(3S)-3-(propan-2-yl)piperazin-1-yl]-1,2,4-triazin-6-yl}pyridin-3-ol